(R)-6-(3-cyanophenyl)-N-(2-fluoro-3-hydroxy-3-methylbutyl)-4-(isopropylamino)quinoline-3-carboxamide C(#N)C=1C=C(C=CC1)C=1C=C2C(=C(C=NC2=CC1)C(=O)NC[C@H](C(C)(C)O)F)NC(C)C